4-(5-((3,4-difluorobenzyl)carbamoyl)thiophen-2-yl)-6-(3-(difluoromethyl)bicyclo[1.1.1]pentan-1-yl)-2-isobutyl-5-(5-methyl-1,3,4-oxadiazol-2-yl)nicotinamide FC=1C=C(CNC(=O)C2=CC=C(S2)C2=C(C(=NC(=C2C(=O)N)CC(C)C)C23CC(C2)(C3)C(F)F)C=3OC(=NN3)C)C=CC1F